3,4-dichloroisothiazolylimidazole ClC1=NSC(=C1Cl)C=1NC=CN1